(4-acryloyl-3-(cyanomethyl)piperazin-1-yl)-6-fluoro-7-(2-fluoro-6-hydroxyphenyl)-1-(2-isopropyl-4-methylpyridin-3-yl)-2-oxo-1,2-dihydro-1,8-naphthyridine-3-carbonitrile C(C=C)(=O)N1C(CN(CC1)C1=C(C(N(C2=NC(=C(C=C12)F)C1=C(C=CC=C1O)F)C=1C(=NC=CC1C)C(C)C)=O)C#N)CC#N